1,8-naphthalenedicarboxylic acid, diglycidyl ester C1(=CC=CC2=CC=CC(=C12)C(=O)OCC1CO1)C(=O)OCC1CO1